1-(7-(2-fluoro-6-(3-(pyrrolidin-1-yl)propoxy)pyridin-3-yl)quinoxalin-2-yl)-3-isopropyl-1-methylurea FC1=NC(=CC=C1C1=CC=C2N=CC(=NC2=C1)N(C(=O)NC(C)C)C)OCCCN1CCCC1